2-(2-(dibenzo[b,d]thiophen-4-yl)-5-(4,4,5,5-tetramethyl-1,3,2-dioxaborolan-2-yl)phenyl)-4,6-diphenyl-1,3,5-triazine C1=CC=C(C=2SC3=C(C21)C=CC=C3)C3=C(C=C(C=C3)B3OC(C(O3)(C)C)(C)C)C3=NC(=NC(=N3)C3=CC=CC=C3)C3=CC=CC=C3